[2H]C1(N(C(C(C(C1([2H])[2H])C(=O)OCC)=O)([2H])[2H])CC1=CC=C(C=C1)OC)[2H] ethyl 2,2,3,3,6,6-hexadeuterio-1-[(4-methoxyphenyl)methyl]-5-oxo-piperidine-4-carboxylate